(E)-N-(4-(1-(4-(4-(3-((2-(2,6-dioxopiperidin-3-yl)-1-oxoisoindolin-4-yl)thio)propyl)piperazin-1-yl)benzoyl)piperidin-4-yl)butyl)-3-(pyridin-3-yl)acrylamide O=C1NC(CCC1N1C(C2=CC=CC(=C2C1)SCCCN1CCN(CC1)C1=CC=C(C(=O)N2CCC(CC2)CCCCNC(\C=C\C=2C=NC=CC2)=O)C=C1)=O)=O